O1CCC(CC1)CNC(O[C@@H]1C[C@@H](CC1)C1=CC(=NN1)NC(CC=1C=NC(=CC1)C(F)(F)F)=O)=O (1S,3R)-3-[3-({[6-(tri-fluoromethyl)pyridin-3-yl]acetyl}amino)-1H-pyrazol-5-yl]cyclopentyl (tetrahydro-2H-pyran-4-ylmethyl)carbamate